N-[(1-aminoindan-5-yl)methyl]-2-[3-methyl-5-(1-piperidylsulfonyl)indol-1-yl]propanamide NC1CCC2=CC(=CC=C12)CNC(C(C)N1C=C(C2=CC(=CC=C12)S(=O)(=O)N1CCCCC1)C)=O